C(C)NC(=O)[C@H]1CN([C@@H]2CC=3C4=C(C2=C1)C=CC=C4NC3)CC3=CC(=CC=C3)O (6aR,9R)-N-ethyl-7-(3-hydroxybenzyl)-4,6,6a,7,8,9-hexahydroindolo[4,3-fg]quinoline-9-carboxamide